(4-(((((3R,4S,5S,6R)-5-methoxy-4-((2R,3R)-2-methyl-3-(3-methylbut-2-en-1-yl)oxiran-2-yl)-1-oxaspiro[2.5]octan-6-yl)oxy)carbonyl)amino)phenyl)boronic acid CO[C@H]1[C@@H]([C@@]2(CO2)CC[C@H]1OC(=O)NC1=CC=C(C=C1)B(O)O)[C@]1(O[C@@H]1CC=C(C)C)C